O=C1[C@H]2[C@@H]3CC[C@H]([C@@H](CCCC(C)C)C)[C@]3(CC[C@@H]2[C@]2(CC[C@@H](CC2=C1)O)C)C 7-keto-cholesterol